C(C)C(C(=O)O)S.C(CS)(=O)O (thio glycolate) ethyl-thioglycolate